FC1=C(OCCC2=CC=C(C=C2)NC(OC(C)(C)C)=O)C=CC(=C1C=O)OC tert-butyl (4-(2-(2-fluoro-3-formyl-4-methoxyphenoxy)ethyl)phenyl)carbamate